3-((6-morpholino-1-oxoisoquinolin-2(1H)-yl)methyl)-N-(oxetan-3-yl)benzamide O1CCN(CC1)C=1C=C2C=CN(C(C2=CC1)=O)CC=1C=C(C(=O)NC2COC2)C=CC1